[B](F)F.N1=C(C=CC=C1)CC(=O)C=1SC=CC1 2-(pyridin-2-yl)-1-(thien-2-yl)ethan-1-one boron difluoride